C(C)N(C=NC1=C(C(=CC(=C1)F)CC1=CC(=CC=C1)C)C)C N-ethyl-N'-(5-fluoro-2-methyl-3-(3-methylbenzyl)phenyl)-N-methyl-formamidine